ClC1=NC(=CC=C1B(O)O)C (2-chloro-6-methylpyridin-3-yl)boronic acid